N[C@@H](C)C(=O)N1CC(C(C1)CCCB(O)O)(C(=O)O)N l-alanyl-3-amino-4-(3-boronopropyl)pyrrolidine-3-carboxylic acid